(5-(difluoromethoxy)pyridin-2-yl)methanol FC(OC=1C=CC(=NC1)CO)F